CC1=C(C=NC=2OCCNC21)C=2C1=C(N=C(N2)NC2=CC=C(C=C2)C2CCN(CC2)C)CNCC1 (8-methyl-2,3-dihydro-1H-pyrido[2,3-b][1,4]oxazin-7-yl)-N-(4-(1-methylpiperidin-4-yl)phenyl)-5,6,7,8-tetrahydropyrido[3,4-d]pyrimidin-2-amine